NC1=C(C=C(C=C1)C=1SC=CC1)NC(C1=CC=C(C=C1)CS(=O)(=O)C)=O N-[2-amino-5-(2-thienyl)phenyl]-4-[(methylsulfonyl)methyl]benzamide